FC1=CC=C(S1)C1N(OC=C1)C1CC(C1)CC=1OC(=NN1)[C@@H](C)O 3-(5-fluorothiophen-2-yl)-N-[(1s,3s)-3-([5-[(1R)-1-hydroxyethyl]-1,3,4-oxadiazol-2-yl]methyl)cyclobutyl]-1,2-oxazole